1-tert-butyl-3,5-xylene C(C)(C)(C)C1=CC(=CC(=C1)C)C